CC=1C=2N(C=C(N1)C)C=C(C2)C=2N=NC1=C(N2)C=CC(=C1)C=1CCNCC1 3-(1,3-dimethylpyrrolo[1,2-a]pyrazin-7-yl)-7-(1,2,3,6-tetrahydropyridin-4-yl)benzo[e][1,2,4]triazine